(1R,3R,5R)-N-((R)-(2-fluoro-4-(trifluoromethyl)phenyl)(oxetan-3-yl)methyl)-2-azabicyclo[3.1.0]hexane-3-carboxamide FC1=C(C=CC(=C1)C(F)(F)F)[C@H](NC(=O)[C@@H]1N[C@@H]2C[C@@H]2C1)C1COC1